C(#C)C=1C=C(C(=O)N2CCC(CC2)NC(OC(C)(C)C)=O)C=CC1 tert-butyl (1-(3-ethynylbenzoyl)piperidin-4-yl)carbamate